OC1=C(C(=C(C(=C1C#N)F)C#N)F)C#N 4-hydroxy-2,6-difluoro-1,3,5-benzenetricarbonitrile